4-fluoro-1-isopropyl-2-methyl-6-(4,4,5,5-tetramethyl-[1,3,2]dioxaborolan-2-yl)-1H-benzimidazole FC1=CC(=CC=2N(C(=NC21)C)C(C)C)B2OC(C(O2)(C)C)(C)C